BrC=1C=CC(=C2C=CNC12)CC(=O)O 2-(7-bromo-1H-indol-4-yl)acetic acid